(benzylthio)-2-(cyanomethyl)propanoic acid methyl ester COC(C(C)(CC#N)SCC1=CC=CC=C1)=O